aminomethylcyclohexane NCC1CCCCC1